C12(CC(C1)C2)C2=NC1=C(N2C(C)C)C=C(C=C1F)C1=NC(=NC=C1Cl)Cl 2-(bicyclo[1.1.1]pentan-1-yl)-6-(2,5-dichloropyrimidin-4-yl)-4-fluoro-1-isopropyl-1H-benzo[d]imidazole